C(C)N1N=CC(=C1)C1=NC=CC(=C1)OC=1C=NC(=CC1)[N+](=O)[O-] 2-(1-ethyl-1H-pyrazol-4-yl)-4-((6-nitropyridin-3-yl)oxy)pyridine